C(C)(C)C1=NC=C(C=C1OS(=O)(=O)O)\C=C\C1=CC=CC=C1 (2-isopropyl-5-[(E)-2-phenylethenyl]pyridin-3-yl)oxidanesulfonic acid